OC[C@@H]1N(CCNC1)C(=O)OC(C)(C)C tert-butyl (R)-2-(hydroxy-methyl)piperazine-1-carboxylate